C(C)(C)(C)OC(=O)N1CC(N(CC1)C1=C(C=C(C=C1)[N+](=O)[O-])F)=O 4-(2-fluoro-4-nitrophenyl)-3-oxopiperazine-1-carboxylic acid tert-butyl ester